C1(C=CC(N1CCCC(=O)OC1C(=O)NC(C1)=O)=O)=O [γ-maleimidobutyryloxy]succinimide